tert-butyl 4-[(2S)-2-[[2-cyclopropyl-7-(3,5-dimethyl-1,2-oxazol-4-yl)thieno[3,2-d]pyrimidin-4-yl]amino]propyl]piperazine-1-carboxylate C1(CC1)C=1N=C(C2=C(N1)C(=CS2)C=2C(=NOC2C)C)N[C@H](CN2CCN(CC2)C(=O)OC(C)(C)C)C